stilbenyl-2H-triazole C1(=C(C=CC=C1)N1N=CC=N1)C=CC1=CC=CC=C1